N-(2-(2-(tert-butoxy)ethoxy)-8-oxo-5,6,7,8-tetrahydronaphthalen-1-yl)acetyl-amide C(C)(C)(C)OCCOC1=C(C=2C(CCCC2C=C1)=O)CC(=O)[NH-]